Diallyl-Methyl-Indenyl-Silane C(C=C)[Si](C1C=CC2=CC=CC=C12)(C)CC=C